Palmitoylglyceramide C(CCCCCCCCCCCCCCC)(=O)C(C(=O)N)(O)CO